CN1N=CC(=C1)C=1C2=C(N=CN1)NC=C2C2=CC=1N(C=C2)N=CC1C(=O)N1CCCCC1 (5-(4-(1-methyl-1H-pyrazol-4-yl)-7H-pyrrolo[2,3-d]pyrimidin-5-yl)pyrazolo[1,5-a]pyridin-3-yl)(piperidin-1-yl)methanone